(3-(1-(4-chlorophenyl)-3-(4-methylbenzyl)-2,5-dioxoimidazolin-4-yl)propanamido)-N-hydroxybutyramide ClC1=CC=C(C=C1)N1C(N(C(C1=O)CCC(=O)NC(C(=O)NO)CC)CC1=CC=C(C=C1)C)=O